C(C)(C)(C)[C@@]1(COCC2=C1NC(C1=C2C=C(S1)C1=NC=NC=C1Cl)=O)O (R)-4-(tert-butyl)-8-(5-chloropyrimidin-4-yl)-4-hydroxy-1,3,4,5-tetrahydro-6H-pyrano[4,3-b]thieno[3,2-d]pyridin-6-one